OC1CC(N(C1)C(=O)OC(C)(C)C)(C)C tert-Butyl 4-hydroxy-2,2-dimethylpyrrolidine-1-carboxylate